N1(N=CC=C1)C1=CC=C(C=C1)C=1OC(=C(N1)CN1CCC(CC1)C1=CC=CC=C1)C 2-(4-(1H-pyrazol-1-yl)phenyl)-5-methyl-4-((4-phenylpiperidin-1-yl)methyl)oxazole